The molecule is a quinoline alkaloid that is furo[2,3-b]quinoline bearing four methoxy substituents at positions 4, 5, 7 and 8. It has a role as a plant metabolite. It is a quinoline alkaloid, an aromatic ether and a furoquinoline. COC1=CC(=C(C2=C1C(=C3C=COC3=N2)OC)OC)OC